C1(CC1)COC1=C(C=C(C=C1)S(=O)(=O)N)C=1C2=C(C(N(C1)C)=O)NC=C2 4-(cyclopropylmethoxy)-3-(6-methyl-7-oxo-6,7-dihydro-1H-pyrrolo[2,3-c]pyridin-4-yl)benzenesulfonamide